O=C1NC(CCC1N1C(C2=CC=CC(=C2C1)SCCCCCCCCN1CCN(CC1)C1=CC=C(C(=O)N2CCC(CC2)CCCCNC(\C=C\C=2C=NC=CC2)=O)C=C1)=O)=O (E)-N-(4-(1-(4-(4-(8-((2-(2,6-dioxopiperidin-3-yl)-1-oxoisoindoline-4-yl)thio)octyl)piperazin-1-yl)benzoyl)piperidin-4-yl)butyl)-3-(pyridin-3-yl)acrylamide